OC(C)(C)C1CCC(CC1)NC1=CC(N(C2=C1N=C(N=C2)N2C=NC=C2)C)=O 8-(((1R,4R)-4-(2-Hydroxypropan-2-yl)cyclohexyl)amino)-2-(1H-imidazol-1-yl)-5-methylpyrido[3,2-d]pyrimidin-6(5H)-on